N-(2-(2-oxoimidazolidin-1-yl)ethyl)methacrylamide O=C1N(CCN1)CCNC(C(=C)C)=O